N1=NC(=CC=C1)C=1N=C(SC1)C(=O)N Pyridazinyl-thiazolecarboxamide